NC1=C2C(=NC=N1)N(N=C2C2=CC=C(C=C2)OC2=CC=CC=C2)C2CCN(CC2)CC2CCN(CC2)C2CN(C2)C(=O)[O-] 3-(4-((4-(4-amino-3-(4-phenoxyphenyl)-1H-pyrazolo[3,4-d]pyrimidin-1-yl)piperidin-1-yl)methyl)piperidin-1-yl)azetidine-1-carboxylate